n-hexadecyl-2-(3,4-dihydroxyphenyl)-3,7-dihydroxyquinolin-4-one C(CCCCCCCCCCCCCCC)C1=C2C(C(C(=NC2=CC(=C1)O)C1=CC(=C(C=C1)O)O)O)=O